FC(C(=O)O)(C(C(C(F)(F)F)(F)F)(F)F)F Perfluoropentanoic acid